C1(CC1)C1=CC=NC=2N1N=CC2I 7-Cyclopropyl-3-iodopyrazolo[1,5-a]pyrimidine